N1=CC(=C2N1C(=CC=N2)C(=O)N)C(=O)N pyrazolo[1,5-a]pyrimidine-3,7-dicarboxamide